6-amino-2,3-dimethyl-4-methylene-3,4-dihydroisoquinolin-1(2H)-one NC=1C=C2C(C(N(C(C2=CC1)=O)C)C)=C